3,5-dimethyl-1H-pyrazol-4-propanol CC1=NNC(=C1CCCO)C